[Os](Cl)(Cl)(Cl)Cl osmium chloride